(2S,5R)-3-(4-Amino-2-fluorophenethyl)-2-(1-(4-bromophenyl)-3-(1H-pyrrol-3-yl)-1H-pyrazol-4-yl)-5-Methyloxazolidin-4-one NC1=CC(=C(CCN2[C@@H](O[C@@H](C2=O)C)C=2C(=NN(C2)C2=CC=C(C=C2)Br)C2=CNC=C2)C=C1)F